6,7-di-(2-methoxyethoxy)-3H-4-quinazolinone COCCOC=1C=C2C(NC=NC2=CC1OCCOC)=O